ethyl 3-(4,4,5,5-tetramethyl-1,3,2-dioxaborolan-2-yl)cyclohex-3-ene-1-carboxylate CC1(OB(OC1(C)C)C=1CC(CCC1)C(=O)OCC)C